2-amino-N-(1-(8-(7-methyl-7-azaspiro[3.5]nonan-2-yl)-1-oxo-2-phenyl-1,2-dihydroisoquinolin-3-yl)ethyl)pyrazolo[1,5-a]pyrimidine-3-carboxamide NC1=NN2C(N=CC=C2)=C1C(=O)NC(C)C=1N(C(C2=C(C=CC=C2C1)C1CC2(C1)CCN(CC2)C)=O)C2=CC=CC=C2